benzyl 4-(5-fluoro-1-((7-fluoro-2-methylimidazo[1,2-a]pyridin-6-yl)carbamoyl)-2,3-dihydro-1H-pyrrolo[2,3-b]pyridin-4-yl)-2,2-dimethylpiperazine-1-carboxylate FC=1C(=C2C(=NC1)N(CC2)C(NC=2C(=CC=1N(C2)C=C(N1)C)F)=O)N1CC(N(CC1)C(=O)OCC1=CC=CC=C1)(C)C